NC1=NC2=CC(=CC=C2C=C1Cl)CN(C(=O)C=1C=C2C(=NC1)CCC2)C=2C(=NC=CC2)S(=O)(=O)C N-[(2-amino-3-chloroquinolin-7-yl)methyl]-N-(2-methanesulfonylpyridin-3-yl)-5H,6H,7H-cyclopenta[b]pyridine-3-carboxamide